COC1=NC(=CN=C1)OC 2,6-dimethoxypyrazine